S1C2=C(C=C1)C=C(C=C2)CN(C(=O)[C@H]2N(CCC2)S(=O)(=O)C2=CC=C(C)C=C2)C2CC1CC1CC2 (2S)-N-(benzo[b]thiophen-5-ylmethyl)-N-(bicyclo[4.1.0]heptan-3-yl)-1-tosylpyrrolidine-2-carboxamide